2-cyano-5-(1-hydroxyethyl)-7-methylquinolin-3-yl trifluoromethanesulfonate FC(S(=O)(=O)OC=1C(=NC2=CC(=CC(=C2C1)C(C)O)C)C#N)(F)F